ClC=1C(=CC(=C(C1)C=1C=C(OCC(=O)N(C)C)C=CC1F)O)C 2-[3-(5-chloro-2-hydroxy-4-methylphenyl)-4-fluorophenoxy]-N,N-dimethylacetamide